ethylenglycol monovinyl ether C(=C)OCCO